7-hydroxy-2-methyl-8-(3-methylcyclohex-2-en-1-yl)-5-pentyl-2-(4-(trifluoromethyl)phenyl)-4H-benzo[d][1,3]dioxin-4-one OC=1C=C(C2=C(OC(OC2=O)(C2=CC=C(C=C2)C(F)(F)F)C)C1C1C=C(CCC1)C)CCCCC